(S)-2-Cyclopropyl-3,3-difluoro-10-((5-chloro-2-((R)-2-methylmorpholino)pyridin-4-yl)amino)-7-methyl-1,2,3,4-tetrahydro-[1,4]oxazepino[2,3-c]chinolin-6(7H)-on C1(CC1)[C@@H]1NC2=C(C(N(C=3C=CC(=CC23)NC2=CC(=NC=C2Cl)N2C[C@H](OCC2)C)C)=O)OCC1(F)F